Cl.N1CCC(CC1)C=O piperidine-4-carbaldehyde HCl salt